(S)-tert-butyl 4-(3-carbamoyl-2-(4-phenoxyphenyl)-2H-pyrazolo[4,3-b]pyridin-7-yl)-3-methylpiperazine-1-carboxylate C(N)(=O)C=1N(N=C2C1N=CC=C2N2[C@H](CN(CC2)C(=O)OC(C)(C)C)C)C2=CC=C(C=C2)OC2=CC=CC=C2